FC1=C(C=CC(=C1)F)[C@]1(C[C@@H](CO1)COC1=CC=C(C=C1)N1CCN(CC1)C1=CC=C(C=C1)N1C(NN=C1)=O)CN1N=CN=C1 4-[4-(4-{4-[(3R,5R)-5-(2,4-difluorophenyl)-5-[1,2,4]triazol-1-ylmethyl-tetrahydrofuran-3-ylmethoxy]-phenyl}-piperazin-1-yl)-phenyl]-2,4-dihydro-[1,2,4]triazol-3-one